(+/-)-trans-isopropylcarbamic acid 1-(3-(azetidine-1-carbonyl)-7-(trifluoromethyl) thieno[3,2-b]pyridin-5-yl)-3-fluoropiperidin-4-yl ester N1(CCC1)C(=O)C1=CSC=2C1=NC(=CC2C(F)(F)F)N2C[C@H]([C@@H](CC2)OC(NC(C)C)=O)F |r|